C(C)OC(C1=CC=C(C=C1)NC1=CC(=CC(=C1)F)CNC(=O)OC(C)(C)C)=O 4-((3-(((Tert-Butoxycarbonyl)amino)methyl)-5-fluorophenyl)amino)benzoic acid ethyl ester